hydroxy-2-(4-(1-(trifluoromethyl)cyclopropyl)phenyl)acetamidine OC(C(=N)N)C1=CC=C(C=C1)C1(CC1)C(F)(F)F